5-[2-(2-{[(4-methyl-decahydroquinolin-1-yl)sulfonyl]amino}phenyl)-ethynyl]pyridine-2-carboxylic acid CC1CCN(C2CCCCC12)S(=O)(=O)NC1=C(C=CC=C1)C#CC=1C=CC(=NC1)C(=O)O